(3-Fluoroazetidin-1-yl)-5-methoxypyrimidin-4-amine FC1CN(C1)C1=NC=C(C(=N1)N)OC